F[P-](F)(F)(F)(F)F.C(CCCCCCCCCCC)[N+]1=CC=CC=C1 N-dodecylpyridinium hexafluorophosphate salt